C(C1=CC=CC=C1)SC1=CC=CC=C1 benzyl-phenyl-sulfane